C(=O)(O)C=1C=C(C=C(C1)C(=O)O)NC1=NC(=NC(=N1)NC1=CC(=CC(=C1)C(=O)O)C(=O)O)NC1=CC(=CC(=C1)C(=O)O)C(=O)O 2,4,6-tris(3,5-dicarboxylphenylamino)-1,3,5-triazine